CC([C@@H](C(=O)O)N1C(CCC1)=O)(C)C (S)-3,3-dimethyl-2-(2-oxopyrrolidin-1-yl)butanoic acid